4-((5-fluoro-4-(2-oxo-2H-[1,2'-bipyridin]-6'-yl)pyrimidin-2-yl)amino)cyclohexane-1-carboxamide FC=1C(=NC(=NC1)NC1CCC(CC1)C(=O)N)C1=CC=CC(=N1)N1C(C=CC=C1)=O